2α-fluoro-3α,7α-dihydroxy-5β-cholanic acid methyl ester COC(CC[C@@H](C)[C@H]1CC[C@H]2[C@@H]3[C@@H](C[C@@H]4C[C@@H]([C@@H](C[C@]4(C)[C@H]3CC[C@]12C)F)O)O)=O